[Na].C(CCCCCCC(=O)ON1C(CCC1=O)=O)(=O)ON1C(CCC1=O)=O disuccinimidyl suberate sodium salt